C=C(C(=O)OCC=1N=NNN1)CC(=O)O[C@H](C)CCCCCC (R)-1-((2H-tetrazol-5-yl)methyl) 4-(octan-2-yl) 2-methylenesuccinate